BrC1=CC=C2C=CC(N(C2=C1)C)=O 7-bromo-1-methylquinolin-2(1H)-one